4-(3,3,3-trifluoroprop-1-yn-1-yl)-1,1'-biphenyl FC(C#CC1=CC=C(C=C1)C1=CC=CC=C1)(F)F